ethyl 3-(1-methyl-2-oxo-1,2-dihydropyridin-3-yl)-4-(trifluoromethyl)isothiazole-5-carboxylate CN1C(C(=CC=C1)C1=NSC(=C1C(F)(F)F)C(=O)OCC)=O